BrC1=CC=C(C=C1)N1N(C(C=C1)=O)C 1-(4-bromophenyl)-2-methyl-1,2-dihydro-3H-pyrazol-3-one